CC12CC3(CC(CC(C1)(C3)C)C2)NCCCCCCO 6-(3,5-dimethyladamantan-1-yl)amino-1-hexanol